(R)-methyl 2-(2-(3-(3-(pentane-3-ylcarbamoyl)-1H-pyrazol-5-yl) phenyl) oxazole-5-carboxamido)-2-phenylacetate CCC(CC)NC(=O)C1=NNC(=C1)C=1C=C(C=CC1)C=1OC(=CN1)C(=O)N[C@@H](C(=O)OC)C1=CC=CC=C1